FCC(CF)N1N=NC2=C1C=C(C=C2)C=2C(=CN1N=C(N=C(C12)OC)N[C@@H]1[C@H](CN(CC1)C1COC1)F)F 5-(1-(1,3-difluoropropan-2-yl)-1H-benzo[d][1,2,3]triazol-6-yl)-6-fluoro-N-((3S,4S)-3-fluoro-1-(oxetan-3-yl)piperidin-4-yl)-4-methoxypyrrolo[2,1-f][1,2,4]triazin-2-amine